CC(CCCC(=C)C1CCCCC1)C (6-methylhept-1-en-2-yl)cyclohexane